6-(((4-Fluorobenzyl)(methyl)amino)methyl)-N4-(3-methoxyphenyl)pyrimidine-2,4-diamine FC1=CC=C(CN(C)CC2=CC(=NC(=N2)N)NC2=CC(=CC=C2)OC)C=C1